ClC=1C=C(C=C(C1)Cl)NC(=S)N 3,5-dichlorophenylthiourea